C(C=C)(=O)N1C[C@@H](N(CC1)C1=NC(N2C3=C(C(=C(C=C13)C(F)(F)F)C1=C(C=C(C=C1)F)F)SC[C@@H](C2)OC)=O)C (3R)-8-((S)-4-acryloyl-2-methylpiperazin-1-yl)-11-(2,4-difluorophenyl)-3-methoxy-10-(trifluoromethyl)-3,4-dihydro-2H,6H-[1,4]thiazepino[2,3,4-ij]quinazolin-6-one